5-bromo-4-fluoro-1-(3-hydroxypropyl)-1,3-dihydrobenzo[C]isothiazole 2,2-dioxide BrC1=C(C2=C(N(S(C2)(=O)=O)CCCO)C=C1)F